FC1=C(C=CC(=C1)F)[C@H](C)NC(CC=1C(NC2=CC=NC(=C2C1C)F)=O)=O N-[(1S)-1-(2,4-Difluorophenyl)ethyl]-2-(5-fluoro-4-methyl-2-oxo-1H-1,6-naphthyridin-3-yl)acetamide